2-(4-chlorophenyl)-quinazoline ClC1=CC=C(C=C1)C1=NC2=CC=CC=C2C=N1